1-(Chloromethyl)-4-methylsulfonyl-benzene ClCC1=CC=C(C=C1)S(=O)(=O)C